CN1C=C(C(C2=CC=C(C=C12)N1CCN(CC1)C)=O)CN[C@@H]1CN(CCC1)C=1C=NC=CC1 1-methyl-7-(4-methylpiperazin-1-yl)-3-({[(3S)-1-(pyridin-3-yl)piperidin-3-yl]amino}methyl)-1,4-dihydroquinolin-4-one